citric acid di(2-ethylhexyl) ester C(C)C(COC(CC(O)(C(=O)O)CC(=O)OCC(CCCC)CC)=O)CCCC